C1=CC=C(C=C1)C(O)Cl chlorobenzyl alcohol